N7-chlorophenoxyethyl-guanosine monophosphate P(=O)(O)(O)OC[C@@H]1[C@H]([C@H]([C@@](O1)(N1C=[N+](C=2C(=O)NC(N)=NC12)Cl)CCOC1=CC=CC=C1)O)O